(S)-N-((2-(6-(4-hydroxy-3,3-dimethylpyrrolidin-1-yl)pyridin-2-yl)-1,6-naphthyridin-7-yl)methyl)-4-methyl-3-(methylsulfonyl)benzamide O[C@H]1C(CN(C1)C1=CC=CC(=N1)C1=NC2=CC(=NC=C2C=C1)CNC(C1=CC(=C(C=C1)C)S(=O)(=O)C)=O)(C)C